OC=1C=C(CC=2C(=C(C=C(C2)C)CC2=C(C(=CC(=C2)C)CC2=CC(=C(C=C2)C)O)O)O)C=CC1C Bis[3-(3-hydroxy-4-methylbenzyl)-2-hydroxy-5-methylphenyl]methane